FC1=C(CN2C(N(N=C2)C2=CC(=C(C=C2)OC2=C(N=C(S2)C2=CC(C2)=O)C)F)=O)C(=CC=C1)F 4-(2,6-difluorobenzyl)-2-(3-fluoro-4-((4-methyl-2-(3-oxocyclobut-1-en-1-yl)thiazol-5-yl)oxy)phenyl)-2,4-dihydro-3H-1,2,4-triazol-3-one